6,7-difluoro-1,3-benzothiazol-2-amine FC1=C(C2=C(N=C(S2)N)C=C1)F